Tert-butyl 4-(5-chloro-3-fluoropyridin-2-yl)piperidine-1-carboxylate ClC=1C=C(C(=NC1)C1CCN(CC1)C(=O)OC(C)(C)C)F